(R)-1-(4-(2-(6-(3-aminopiperidine-1-carbonyl)-3-methylpyrazolo[1,5-a]pyridin-2-yl)-1-(cyclopropylmethyl)-1H-indol-7-yl)piperidin-1-yl)-3-hydroxy-2,2-dimethylpropan-1-one N[C@H]1CN(CCC1)C(=O)C=1C=CC=2N(C1)N=C(C2C)C=2N(C1=C(C=CC=C1C2)C2CCN(CC2)C(C(CO)(C)C)=O)CC2CC2